ClC1=NC=C2C=CC(=NC2=C1)C=C1CCN(CC1)C 7-chloro-2-[(1-methylpiperidin-4-ylidene)methyl]-1,6-naphthyridine